Z-L-glutamic acid γ-benzyl ester COC(=O)C(CO)N.Cl